ClC1=C(C=C(C=2C3=C(NC12)C(CNC([C@H]3C)=O)(C)C)NC([C@H](C)O)=O)Cl (S)-N-((S)-7,8-dichloro-1,5,5-trimethyl-2-oxo-1,2,3,4,5,6-hexahydroazepino[4,5-b]indol-10-yl)-2-hydroxypropanamide